4,5,6-tribromo-1-(1,4,7,10-tetraoxaundecyl)benzene BrC1=CC=C(C(=C1Br)Br)OCCOCCOCCOC